FC(OC=1C=NC(=NC1)N[C@@H]1C[C@H](CC1)NC1=C(C=C(C=N1)N1N=CC=CC1=O)F)F 2-(6-(((1S,3S)-3-((5-(difluoromethoxy)pyrimidin-2-yl)amino)cyclopentyl)amino)-5-fluoropyridin-3-yl)pyridazin-3(2H)-one